C(C)(C)N1CCC(CC1)OC1=C2C(=NC(=N1)C1=CC=C(C=C1)N1CC=C(C=C1)OC)NN=C2C N-(4-{4-[(1-isopropylpiperidin-4-yl)oxy]-3-methyl-1H-pyrazolo[3,4-d]pyrimidin-6-yl}phenyl)-4-methoxypyridine